FC(COC=1C(=NNC1)C(=O)N)(F)F (2,2,2-trifluoroethoxy)pyrazole-3-carboxamide